(7R)-8-oxo-7-(2-phenylacetylamino)-3-((phenylthio)methyl)-5-thia-1-azabicyclo[4.2.0]oct-2-ene-2-carboxylic acid O=C1[C@H](C2SCC(=C(N12)C(=O)O)CSC1=CC=CC=C1)NC(CC1=CC=CC=C1)=O